2-chloro-N1-(4-fluorophenyl)-5-methylbenzene-1,3-diamine ClC1=C(C=C(C=C1N)C)NC1=CC=C(C=C1)F